1,4-dimethyl but-2-ynedioate C(C#CC(=O)OC)(=O)OC